2-(1-Benzylpiperazin-2-yl)ethanol C(C1=CC=CC=C1)N1C(CNCC1)CCO